9-(2-Aminoethyl)-6-chloro-3-(3,4-dichlorophenyl)-N-phenyl-9H-carbazol-2-amine NCCN1C2=CC=C(C=C2C=2C=C(C(=CC12)NC1=CC=CC=C1)C1=CC(=C(C=C1)Cl)Cl)Cl